BrCCN1CCC(CC1)OC 1-(2-bromoethyl)-4-methoxypiperidine